(1S,2S,3S,6R)-4-((difluoromethoxy)methyl)-6-((2-(1-methylcyclohexyl)ethyl)amino)cyclohex-4-ene-1,2,3-triol FC(OCC=1[C@@H]([C@@H]([C@H]([C@@H](C1)NCCC1(CCCCC1)C)O)O)O)F